1-(thiophene-2-yl)-5-methyl-4-hexene S1C(=CC=C1)CCCC=C(C)C